C(CCC)C1=C(N=C(S1)C1CCN(CC1)CN1C=CC2=CC(=CC=C12)C#N)C1=CC=C(C=C1)OC1=CC=C(C=C1)Cl ((4-(5-butyl-4-(4-(4-chlorophenoxy)phenyl)thiazol-2-yl)piperidin-1-yl)methyl)-1H-indole-5-carbonitrile